[Na+].O1CC=C(N2[C@H]1CC2=O)C(=O)[O-] 1-oxa-3-cephem-4-carboxylic acid sodium salt